N-isopropyl-acrylamide sodium salt [Na].C(C)(C)NC(C=C)=O